tert-butyl (S)-3-(chloromethyl)-4-[(3-cyanophenyl)phenylmethyl]-1-piperazinecarboxylate ClC[C@@H]1CN(CCN1C(C1=CC=CC=C1)C1=CC(=CC=C1)C#N)C(=O)OC(C)(C)C